NC1=C2C=NC(=NC2=C(C(=C1F)C1=C(C2=C(OCCN2)N=C1)C)Cl)NC1=C(C=CC=C1)C1NC(OC1)=O 4-{[5-amino-8-chloro-6-fluoro-7-(8-methyl-2,3-dihydro-1H-pyrido[2,3-b][1,4]oxazin-7-yl)quinazolin-2-ylamino]phenyl}-1,3-oxazolidin-2-one